(S)-4-methyl-5-((2-methyl-1,4-diazepan-1-yl)sulfonyl)isoquinoline CC1=CN=CC2=CC=CC(=C12)S(=O)(=O)N1[C@H](CNCCC1)C